NC1=C(C(=O)NC)C=C(C(=N1)C1=CC=C(C=C1)F)C=1C=C2C(=NC=NC2=CC1)C 2-amino-6-(4-fluorophenyl)-N-methyl-5-(4-methyl-quinazolin-6-yl)nicotinamide